FCC(CF)N1N=NC2=C1C=C(C=C2)C=2C(=CN1N=C(N=C(C12)OC)N[C@@H]1[C@@H](CN(CC1)C)F)F 5-(1-(1,3-difluoropropan-2-yl)-1H-benzo[d][1,2,3]triazol-6-yl)-6-fluoro-N-((3R,4S)-3-fluoro-1-methylpiperidin-4-yl)-4-methoxypyrrolo[2,1-f][1,2,4]triazin-2-amine